3,7-dimethyl-9-(2,6,6-trimethylcyclohexen-1-yl)nona-2,4,6,8-tetraene-1-ol CC(=CCO)C=CC=C(C=CC1=C(CCCC1(C)C)C)C